S(=O)(=O)(O)CC[NH-] N-(2-sulphoethyl)-amide